CN(S(=O)(=O)CC(C)=O)C N,N-Dimethyl-2-oxopropane-1-sulfonamid